3-(Bromomethyl)pyridazine BrCC=1N=NC=CC1